1-Bromo-2-octyne BrCC#CCCCCC